[Si](C)(C)(C(C)(C)C)O[C@@H](/C(=C/[C@@H]([C@H](C=O)OCOC)C)/C)[C@H](CO[Si](C)(C)C(C)(C)C)OC (2r,3s,6s,7s,e)-6,8-bis(t-butyldimethylsilyloxy)-7-methoxy-2-(methoxymethoxy)-3,5-dimethyloct-4-enal